N1[C@@H](CCC1)C(=O)N (S)-pyrrolidine-2-carboxamide